Iminodiacetic acid disodium [Na].[Na].N(CC(=O)O)CC(=O)O